FC=1C(=NC(=NC1)N[C@@H]1CC[C@H](CC1)NC(C)=O)C1=NC(=CC=C1)N1C(OCCC1)=O N-(trans-4-((5-fluoro-4-(6-(2-oxo-1,3-oxazinan-3-yl)pyridin-2-yl)pyrimidin-2-yl)amino)cyclohexyl)acetamide